N1-(2-(4-(methoxy-d3)phenyl)quinolin-4-yl)propane-1,3-diamine C(OC1=CC=C(C=C1)C1=NC2=CC=CC=C2C(=C1)NCCCN)([2H])([2H])[2H]